(R)-1-(2,5-difluoropyridin-3-yl)ethyl (4-(5-(3-methoxyisoxazole-5-carboxamido)pyridin-2-yl)-1-methyl-1H-1,2,3-triazol-5-yl)carbamate COC1=NOC(=C1)C(=O)NC=1C=CC(=NC1)C=1N=NN(C1NC(O[C@H](C)C=1C(=NC=C(C1)F)F)=O)C